4-hydroxy-dimethyltryptamine OC=1C=CC=C2NC=C(CCN(C)C)C12